B(O)(O)/C=C/C1=CC=C(CN2CCC(CC2)C(=O)O)C=C1 (E)-1-(4-(2-boronovinyl)benzyl)piperidine-4-carboxylic acid